C1N(CC2=CC=CC=C12)C=1N=C2N(C(C1)=O)C=C(C=C2C(C)NC2=C(C=CC=C2)C2=CN=NC=C2)C 2-(isoindolin-2-yl)-7-methyl-9-(1-((2-(pyridazin-4-yl)phenyl)amino)ethyl)-4H-pyrido[1,2-a]pyrimidin-4-one